(E)-3,7-dimethyloct-2,6-dien-1-yl isobutyrate C(C(C)C)(=O)OC\C=C(\CCC=C(C)C)/C